N1=C(NC2=NC=CC=C21)N[C@@H]2C[C@H](CC2)NC2=CC=C(C=N2)N2C(N(C1=C2C=CC=C1)C)=O 1-(6-(((1S,3S)-3-((3H-Imidazo[4,5-b]pyridin-2-yl)amino)cyclopentyl)amino)pyridin-3-yl)-3-methyl-1,3-dihydro-2H-benzo[d]imidazol-2-one